CC=1C=2N(C=C(N1)C)N=C(C2)C=2N=C1N(C(C2)=O)C=CC=C1 2-(4,6-dimethylpyrazolo[1,5-a]pyrazin-2-yl)-4H-pyrido[1,2-a]pyrimidin-4-one